(S)-tert-Butyl (2-(1-oxo-5-(4,4,5,5-tetramethyl-1,3,2-dioxaborolan-2-yl)isoindolin-2-yl)ethyl)((5-oxopyrrolidin-2-yl)methyl)carbamate O=C1N(CC2=CC(=CC=C12)B1OC(C(O1)(C)C)(C)C)CCN(C(OC(C)(C)C)=O)C[C@H]1NC(CC1)=O